N-(benzofuran-3-ylmethyl)-2-chloro-N-methylaniline O1C=C(C2=C1C=CC=C2)CN(C2=C(C=CC=C2)Cl)C